1-(1-Methyl-1H-imidazol-2-yl)-1-(3-(4,4,5,5-tetramethyl-1,3,2-dioxaborolan-2-yl)phenyl)ethanol CN1C(=NC=C1)C(C)(O)C1=CC(=CC=C1)B1OC(C(O1)(C)C)(C)C